N-(5-(2-amino-5-(1-(cyclopropanecarbonyl)pyrrolidin-2-yl)pyridin-3-yl)-3-fluoro-2-methoxyphenyl)propane-1-sulfonamide NC1=NC=C(C=C1C=1C=C(C(=C(C1)NS(=O)(=O)CCC)OC)F)C1N(CCC1)C(=O)C1CC1